C(#N)C1=CC(=C(COC2=C(C=C(C(=N2)N2CCN(CC2)[C@@H](C)C2=NC3=C(N2C[C@H]2OCC2)C=C(C=C3)C(=O)O)F)F)C=C1)F 2-((S)-1-(4-(6-((4-cyano-2-fluorobenzyl)oxy)-3,5-difluoropyridin-2-yl)piperazine-1-yl)ethyl)-1-(((S)-oxetan-2-yl)methyl)-1H-benzo[d]imidazole-6-carboxylic acid